FC1=CC=C(C=C1)C1=NN2C(CN(CC2)C(\C=C\CN(C(C)C)C)=O)=C1C1=CC(=NC=C1)NC(=O)C1CC1 N-{4-[2-(4-fluorophenyl)-5-{(2E)-4-[methyl(propan-2-yl)amino]but-2-enoyl}-4,5,6,7-tetrahydropyrazolo[1,5-a]pyrazin-3-yl]pyridin-2-yl}cyclopropanecarboxamide